7-(2-((4-((1R,4R)-2,5-diazabicyclo[2.2.1]heptan-2-yl)-2-ethylphenyl)amino)-5-(trifluoromethyl)pyrimidin-4-yl)-4-methyl-3,4-dihydrothieno[2,3-f][1,4]thiazepin-5(2H)-one 1,1-dioxide [C@H]12N(C[C@H](NC1)C2)C2=CC(=C(C=C2)NC2=NC=C(C(=N2)C2=CC1=C(C(N(CCS1(=O)=O)C)=O)S2)C(F)(F)F)CC